The molecule is an oxoalkyl phosphate, a hydroxyalkyl phosphate and a secondary alpha-hydroxy ketone. It has a role as a Saccharomyces cerevisiae metabolite and an Escherichia coli metabolite. CC(=O)C(COP(=O)(O)O)O